C(C)(C)(C)C1N(CC1OC=1C=C2CC(CC2=C(C1)F)C=O)C(=O)OCC1=CC=C(O1)CO 5-FuranDimethanol tert-Butyl-3-[(7-fluoro-2-formyl-2,3-dihydro-1H-inden-5-yl)oxy]azetidine-1-carboxylate